(S)-5-(butyryl-d7)-N-((S)-3-oxo-1-((S)-2-oxopyrrolidin-3-yl)-4-(trifluoromethoxy)butan-2-yl)-5-azaspiro[2.4]heptane-6-carboxamide C(C(C(C([2H])([2H])[2H])([2H])[2H])([2H])[2H])(=O)N1CC2(CC2)C[C@H]1C(=O)N[C@@H](C[C@H]1C(NCC1)=O)C(COC(F)(F)F)=O